CN(C)CC[C-]1C=CC=C1.[CH-]1C=CC=C1.[Fe+2] R-N,N-dimethylferrocenyl-ethylamine